C(CCC)[Sn](C=C)(CCCC)CCCC tri-butyl-vinyl-tin